7-tert-butyl-5-[5-cyclopropyl-4-[5-(4-piperidyl)pyrimidin-2-yl]isoxazol-3-yl]pyrrolo[2,3-d]pyrimidin-4-amine C(C)(C)(C)N1C=C(C2=C1N=CN=C2N)C2=NOC(=C2C2=NC=C(C=N2)C2CCNCC2)C2CC2